ClC1=C(C=C(C=C1)F)C1=CC=C(N=N1)NC1C[C@@H]2[C@@H](CN(C2)CC(CC)C)C1 (3aR,5s,6aS)-N-[6-(2-chloro-5-fluoro-phenyl)pyridazin-3-yl]-2-(2-methylbutyl)-3,3a,4,5,6,6a-hexahydro-1H-cyclopenta[c]pyrrol-5-amine